ClC=1C(=NC=CC1)C1CC=NN1C=O (5-(3-chloropyridin-2-yl)-4,5-dihydro-1H-pyrazol-1-yl)methanone